CC1OC(C2=C(O1)C=CC=C2C(=O)[O-])C 2,4-dimethylbenzo[d][1,3]dioxan-5-carboxylate